C[C@H]1C2=CC=CC(C3=NN(C=4C=CC(O[C@@H](CCNC(O1)=O)C)=CC34)C3OCCCC3)=N2 (7S,13R)-7,13-dimethyl-19-(oxan-2-yl)-8,14-dioxa-10,19,20,23-tetraazatetracyclo[13.5.2.12,6.018,21]tricosa-1(20),2(23),3,5,15(22),16,18(21)-heptaen-9-one